2,2'-bipyridine-6,6'-dicarboxylic acid methyl ester COC(=O)C1=CC=CC(=N1)C1=NC(=CC=C1)C(=O)O